[N+](=O)([O-])C1=CC=C(C=C1)N1CCC(CC1)CCC (4-nitrophenyl)-4-propylpiperidine